BrC1=C(C=CC=C1)C(CCN1C(C2=CC=CC=C2C1=O)=O)(F)F 2-[3-(2-bromophenyl)-3,3-difluoro-propyl]isoindoline-1,3-dione